N[C@@H](C(=O)O)CC1=CC=C(C=C1)OC (R)-2-amino-3-(4-methoxyphenyl)propionic acid